FC1=C(C=CC=C1)C1N=C2C(=CO1)C=CC=C2 2-(2-Fluorophenyl)-3,1-benzoxazin